O1CCN(CC1)C1=NC=CC2=C1NC(N2)=O 4-morpholino-1,3-dihydro-2H-imidazo[4,5-c]pyridin-2-one